BrC1=CC2=CN(C=C2C=C1)C(C)=O 1-(5-bromoisoindol-2-yl)ethane-1-one